ethyl 2-[4-[4-[(10S)-4-(2-hydroxyphenyl)-1,5,6,8,12-pentazatricyclo[8.4.0.02,7]tetradeca-2,4,6-trien-12-yl]-1-piperidyl]-1-piperidyl]spiro[3.5]nonane-7-carboxylate OC1=C(C=CC=C1)C=1C=C2N3CCN(C[C@@H]3CNC2=NN1)C1CCN(CC1)C1CCN(CC1)C1CC2(C1)CCC(CC2)C(=O)OCC